ClC=1C=C(C=NC1)C1=NC(=NC(=N1)C1=NC(=CC=C1)C(F)(F)F)NC1=CC(=NC=C1)C(F)(F)F 4-(5-chloropyridin-3-yl)-6-(6-(trifluoromethyl)pyridin-2-yl)-N-(2-(trifluoromethyl)pyridin-4-yl)-1,3,5-triazin-2-amine